[Cl-].OCCC[N+]1=CSC=C1 N-hydroxypropylthiazolium chloride